FC1=C(OC2=NC(=NC=C2)NCC2=C(N=NN2C)C2=CC=C(C(=N2)C)O[C@@H]2C[C@H](CCC2)C(=O)O)C=C(C=C1)F (1S,3S)-3-((6-(5-(((4-(2,5-difluoro-phenoxy)pyrimidin-2-yl)amino)methyl)-1-methyl-1H-1,2,3-triazol-4-yl)-2-methyl-pyridin-3-yl)oxy)cyclohexane-1-carboxylic acid